5-chloro-3-methyl-4-nitro-1-(oxetan-3-yl)-1H-pyrazole ClC1=C(C(=NN1C1COC1)C)[N+](=O)[O-]